C1(CC1)NC(C(C(C[C@H]1C(NCC1)=O)NC([C@H](CC(C)(C)C)NC(C[C@@H](C)C1=CC(=CC=C1)OC(F)(F)F)=O)=O)=O)=O (2S)-N-(4-(Cyclopropylamino)-3,4-dioxo-1-((S)-2-oxopyrrolidin-3-yl)butan-2-yl)-4,4-dimethyl-2-((R)-3-(3-(trifluoromethoxy)phenyl)butanamido)pentanamid